(R)-tert-butyl 6-chloro-2-(hydroxymethyl)-2H-benzo[b][1,4]oxazine-4(3H)-carboxylate ClC1=CC2=C(O[C@H](CN2C(=O)OC(C)(C)C)CO)C=C1